ClC=1C=CC=C2C=CC(=NC12)NC1=CC=C(C=C1)C(C#N)(C)C (4-((8-chloroquinolin-2-yl)amino)phenyl)-2-methylpropanenitrile